1-(1-benzyl-5-(3-(3,5-bis(trifluoromethyl)phenyl)-1H-1,2,4-triazol-1-yl)-1H-1,2,3-triazol-4-yl)ethan-1-one C(C1=CC=CC=C1)N1N=NC(=C1N1N=C(N=C1)C1=CC(=CC(=C1)C(F)(F)F)C(F)(F)F)C(C)=O